O[C@H](C(=O)OCC)CC (S)-ethyl 2-hydroxybutyrate